N-(3-chloro-4-(4-ethylpiperazin-1-yl)-5-fluorophenyl)-2-methoxy-4-((8-methyl-2,3-dihydro-1H-pyrido[2,3-b][1,4]oxazin-7-yl)amino)nicotinamide ClC=1C=C(C=C(C1N1CCN(CC1)CC)F)NC(C1=C(N=CC=C1NC1=C(C2=C(OCCN2)N=C1)C)OC)=O